N-[4-fluoro-5-(6-morpholin-4-ylpyridin-2-yl)-2-[rac-(3R)-3,4-dimethylpiperazin-1-yl]phenyl]-6-oxo-4-(trifluoromethyl)-1H-pyridine-3-carboxamide FC1=CC(=C(C=C1C1=NC(=CC=C1)N1CCOCC1)NC(=O)C1=CNC(C=C1C(F)(F)F)=O)N1C[C@H](N(CC1)C)C |r|